3-(4-isopropylcyclohex-1-en-1-yl)propanal C(C)(C)C1CC=C(CC1)CCC=O